C(CC)NC(=O)C1=CNC2=NC=C3C(=C21)N=CN3 N-propyl-3,6-dihydroimidazo[4,5-d]pyrrolo[2,3-b]pyridine-8-carboxamide